NC1=NC=CC=C1C1=NC=2C(=NC(=CC2)N2N=CC=C2)N1C=1C=C2CC[C@@H](C2=CC1)NCCCN(C(C=C)=O)C N-(3-{[(1S)-5-[2-(2-aminopyridin-3-yl)-5-(pyrazol-1-yl)imidazo[4,5-b]pyridin-3-yl]-2,3-dihydro-1H-inden-1-yl]amino}propyl)-N-methylprop-2-enamide